C(C)OC(=O)C=1SC=2CN(CCC2N1)C1COC1 5-(oxetan-3-yl)-4,5,6,7-tetrahydrothiazolo[5,4-c]pyridine-2-carboxylic acid ethyl ester